Methyl 2-((2-(3-((tert-butoxycarbonyl)amino)propyl)-3,4-difluorophenyl)-amino)-5-fluoro-4-(trifluoromethyl)benzoate C(C)(C)(C)OC(=O)NCCCC1=C(C=CC(=C1F)F)NC1=C(C(=O)OC)C=C(C(=C1)C(F)(F)F)F